3-(2,4-difluorophenoxy)-6-(trifluoromethyl)pyridazine-4-carboxylic acid FC1=C(OC=2N=NC(=CC2C(=O)O)C(F)(F)F)C=CC(=C1)F